(3-chloro-2-fluorobenzyl)-4-((3-fluoro-6-(thiazol-2-ylamino)pyridin-2-yl)methyl)-2-(trifluoromethyl)piperidine-4-carboxylic acid ClC=1C(=C(CN2C(CC(CC2)(C(=O)O)CC2=NC(=CC=C2F)NC=2SC=CN2)C(F)(F)F)C=CC1)F